COC=1C=C(C=CC1OC)C=1NC2=CC=CC=C2C1C 2-(3,4-dimethoxyphenyl)-3-methyl-1H-indole